(5-bromo-3-chloropyridin-2-yl)acetic acid ethyl ester C(C)OC(CC1=NC=C(C=C1Cl)Br)=O